N=1C=NN2C1C=C(C=C2)OC2=C(C=C(C=C2)NC2=NC=NN1C2=C(C=C1)C1CCN(CC1)C(=O)OC(C)(C)C)C tert-butyl 4-(4-((4-([1,2,4]triazolo[1,5-a]pyridin-7-yloxy)-3-methylphenyl)amino)pyrrolo[2,1-f][1,2,4]triazin-5-yl)piperidine-1-carboxylate